methylbut-2-enamide CC(C(=O)N)=CC